methyl ((1,1-difluoroethyl)((6-hydroxy-5'-methyl-4-pentyl-2'-(prop-1-en-2-yl)-[1,1'-biphenyl]-2-yl)oxy)phosphoryl)-L-alaninate FC(C)(F)P(=O)(OC1=C(C(=CC(=C1)CCCCC)O)C1=C(C=CC(=C1)C)C(=C)C)N[C@@H](C)C(=O)OC